(S)-3-(2,4-difluoro-2',4',5,6'-tetramethyl-[1,1'-biphenyl]-3-yl)-3-((S)-2-(5-(2-(3-fluoroazetidin-1-yl)ethyl)-4-methyl-2-oxopyrimidin-1(2H)-yl)-4-methylpentanamido)propionic acid FC1=C(C=C(C(=C1[C@H](CC(=O)O)NC([C@H](CC(C)C)N1C(N=C(C(=C1)CCN1CC(C1)F)C)=O)=O)F)C)C1=C(C=C(C=C1C)C)C